C(C)(C)(C)OC(=O)N1CC2(NC(C1)C2)C2=C(C=C(C=C2)C=2N=C(SC2C)N)F (4-(2-amino-5-methylthiazol-4-yl)-2-fluorophenyl)-3,6-diazabicyclo[3.1.1]heptane-3-carboxylic acid tert-butyl ester